4-((tert-butyldimethylsilyl)oxy)-1-(3-(2-methyl-3-(4,4,5,5-tetramethyl-1,3,2-dioxaborolan-2-yl)phenoxy)propyl)piperidine [Si](C)(C)(C(C)(C)C)OC1CCN(CC1)CCCOC1=C(C(=CC=C1)B1OC(C(O1)(C)C)(C)C)C